N-(trans-4-methoxycyclohexyl)-5-(1,5-naphthyridin-2-yl)pyrrolo[2,1-f][1,2,4]triazin-2-amine CO[C@@H]1CC[C@H](CC1)NC1=NN2C(C=N1)=C(C=C2)C2=NC1=CC=CN=C1C=C2